(2R)-N-((R or S)-(2-fluoro-4-(trifluoro-methoxy)phenyl)(trans-3-(trifluoromethyl)-cyclobutyl)methyl)-2-methyl-3-oxopiperazine-1-carboxamide FC1=C(C=CC(=C1)OC(F)(F)F)[C@H](NC(=O)N1[C@@H](C(NCC1)=O)C)[C@@H]1C[C@H](C1)C(F)(F)F |o1:12|